palladium(2+) bis(di-tert-butyl(cyclopenta-1,3-dien-1-yl)phosphane) iron dichloride [Fe](Cl)Cl.C(C)(C)(C)P(C1=CC=CC1)C(C)(C)C.C(C)(C)(C)P(C1=CC=CC1)C(C)(C)C.[Pd+2]